C(C)(C)C1=C(C=CC=C1)C1CN(CCN1)CC1=CC2=C(C=CO2)C(=C1)OC 3-(2-isopropylphenyl)-1-((4-methoxybenzofuran-6-yl)methyl)piperazine